tin-antimony-bismuth oxide [Bi]=O.[Sb].[Sn]